N-(2-(3-cyanopiperidin-1-yl)pyrimidin-4-yl)-2-(4,4-dimethyl-1,4-azasilinan-1-yl)-4-((2-hydroxyethyl)sulfonamido)benzamide C(#N)C1CN(CCC1)C1=NC=CC(=N1)NC(C1=C(C=C(C=C1)NS(=O)(=O)CCO)N1CC[Si](CC1)(C)C)=O